C(C1=CC=CC=C1)NCCC1=CC=CC=C1 N-benzyl-phenethylamine